N-[1-[3-[6-[3-(Trifluoromethyl)azetidin-1-yl]-3-pyridyl]azetidine-1-carbonyl]azetidin-3-yl]methanesulfonamide FC(C1CN(C1)C1=CC=C(C=N1)C1CN(C1)C(=O)N1CC(C1)NS(=O)(=O)C)(F)F